N-(4-Aminophenyl)-N-(1-(4-aminophenyl)-2-(tert-butylamino)-2-oxoethyl)-propiolamide NC1=CC=C(C=C1)N(C(C#C)=O)C(C(=O)NC(C)(C)C)C1=CC=C(C=C1)N